FC=1C(=C(C=CC1F)[C@H]1[C@H](O[C@]([C@@H]1C)(C(F)(F)F)C)C(=O)NC1=C(C(=NC=C1)C(=O)N)F)OC 4-[[(2S,3s,4r,5r)-3-(3,4-difluoro-2-methoxy-phenyl)-4,5-dimethyl-5-(trifluoromethyl)tetrahydrofuran-2-carbonyl]amino]-3-fluoro-pyridine-2-carboxamide